5-(2'-amino-5-chloro-2,4'-difluoro-[1,1'-biphenyl]-4-carboxamido)-3-chloro-N-(cyanomethyl)picolinamide NC1=C(C=CC(=C1)F)C1=C(C=C(C(=C1)Cl)C(=O)NC=1C=C(C(=NC1)C(=O)NCC#N)Cl)F